ClC=1C(=C(C=CC1F)NC=1C2=C(N=CN1)C=CC(=N2)[C@@H]2CNCCC2)F N-(3-chloro-2,4-difluoro-phenyl)-6-[(3S)-3-piperidyl]pyrido[3,2-d]pyrimidin-4-amine